CP(CN1N=CC(=C1)B1OC(C(O1)(C)C)(C)C)(C)=O dimethyl((4-(4,4,5,5-tetramethyl-1,3,2-dioxaborolan-2-yl)-1H-pyrazol-1-yl)methyl)phosphine oxide